17-methyl-9α,13α,14α-morphinan-3-ol CN1CC[C@@]23CCCC[C@@H]2[C@@H]1CC4=C3C=C(C=C4)O